Cl.C1NCC12CC(C2)O 2-azaspiro[3.3]heptan-6-ol hydrochloride salt